C(CCC)C1C(OC=CC1=O)=O butyl-pyran-2,4-dione